FC1(C=C(C(C1(F)F)(F)F)C(F)(F)F)F 3,3,4,4,5,5-hexafluoro-1-(trifluoromethyl)-1-cyclopentene